The molecule is a six-membered branched glucosamine oligosaccharide consisting of five D-mannosyl residues and one N-acetylglucosamine residue (the latter being located at the reducing end). An intermediate glycan structure of glycosylated proteins. It is a glucosamine oligosaccharide and an amino hexasaccharide. CC(=O)N[C@@H]1[C@H]([C@@H]([C@H](O[C@H]1O)CO)O[C@H]2[C@H]([C@H]([C@@H]([C@H](O2)CO[C@@H]3[C@H]([C@H]([C@@H]([C@H](O3)CO[C@@H]4[C@H]([C@H]([C@@H]([C@H](O4)CO)O)O)O)O)O[C@@H]5[C@H]([C@H]([C@@H]([C@H](O5)CO)O)O)O)O)O)O[C@@H]6[C@H]([C@H]([C@@H]([C@H](O6)CO)O)O)O)O)O